1,3-bis(2,4,4-trimethylpentan-2-yl)imidazolidin-2-ylidenepalladium(II) CC(C)(CC(C)(C)C)N1C(N(CC1)C(C)(CC(C)(C)C)C)=[Pd]